(Z)-1-methylcyclooct-4-ene-1-carboxylic acid CC1(CC\C=C/CCC1)C(=O)O